6'-[(quinolin-3-yl)methoxy]-2',3'-dihydrospiro[cyclohexane-1,1'-indene]-4-carboxylic acid N1=CC(=CC2=CC=CC=C12)COC1=CC=C2CCC3(C2=C1)CCC(CC3)C(=O)O